2-(Bis(4-methoxybenzyl)amino)-4,6-dimethoxypyrimidin-5-ol COC1=CC=C(CN(C2=NC(=C(C(=N2)OC)O)OC)CC2=CC=C(C=C2)OC)C=C1